CC(=O)N[C@@H]1[C@H]([C@@H]([C@H](O[C@H]1O[C@H]2[C@H]([C@H](O[C@H]([C@@H]2O)O[C@@H]3[C@H](OC([C@@H]([C@H]3O)NC(=O)C)O)CO)CO)O)CO)O[C@H]4[C@@H]([C@H]([C@H]([C@H](O4)CO)O)O)O)O The molecule is an amino tetrasaccharide comprising residues of galactose, N-acetylglucosamine, galactose and N-acetylglucosamine in a linear sequence, joined by beta-(1->4)-, beta-(1->3)-, and beta-(1->4)-linkages, respectively.